(S)-3-((S)-sec-butyl)-2-oxo-N-(1H-pyrazolo[3,4-b]pyridin-5-yl)-1,2,3,5-tetrahydro-4H-benzo[e][1,4]diazepine-4-carboxamide [C@H](C)(CC)[C@@H]1N(CC2=C(NC1=O)C=CC=C2)C(=O)NC=2C=C1C(=NC2)NN=C1